F[C@H]1C[C@H](N2N=C(N=C21)C(=O)O)C(C)C cis-7-fluoro-5-isopropyl-6,7-dihydro-5H-pyrrolo[1,2-b][1,2,4]triazole-2-carboxylic acid